ClC=1C(N(C(=NN1)C1=C(C=C(C=C1)C(F)(F)F)OC)C1CC1)=O 6-chloro-4-cyclopropyl-3-(2-methoxy-4-(trifluoromethyl)phenyl)-1,2,4-triazin-5(4H)-one